5-chloro-2-(4-ethoxypiperidin-1-yl)pyridin-3-amine ClC=1C=C(C(=NC1)N1CCC(CC1)OCC)N